3',6'-dibromo-N-(2-(2-((6-chlorohexyl)oxy)ethoxy)ethyl)-3-oxo-3H-spiro[isobenzofuran-1,9'-xanthene]-6-carboxamide BrC=1C=CC=2C3(C4=CC=C(C=C4OC2C1)Br)OC(C1=CC=C(C=C13)C(=O)NCCOCCOCCCCCCCl)=O